OC1=C(C=C(C=C1CN1C(C2=C(C1=O)CCCC2)=O)C)N2N=C1C(=N2)C=CC=C1 2-[2-hydroxy-3-(3,4,5,6-tetrahydrophthalimidomethyl)-5-methylphenyl]benzotriazol